cyclohexadec-1,9-diene C1=CCCCCCCC=CCCCCCC1